tri(fluoromethylphenyl)imidazole sodium 2,2-dicyclohexylmalonate C1(CCCCC1)C(C(=O)[O-])(C(=O)[O-])C1CCCCC1.[Na+].FCC1=C(C=CC=C1)C1=C(N=C(N1)C1=C(C=CC=C1)CF)C1=C(C=CC=C1)CF.[Na+]